tert-butyl 3-(3-(dimethylamino) acryloyl)-3-methyl-2-carbonylpyrrolidine-1-carboxylate CN(C=CC(=O)C1(C(N(CC1)C(=O)OC(C)(C)C)=C=O)C)C